benzyl 6-phenyl-6-((4-(trifluoromethoxy)phenyl)sulfonamido)-4-azaspiro[2.5]octane-4-carboxylate C1(=CC=CC=C1)C1(CN(C2(CC2)CC1)C(=O)OCC1=CC=CC=C1)NS(=O)(=O)C1=CC=C(C=C1)OC(F)(F)F